C(CCCCCCCCCCCCCC=CCCCCCCCC)(=O)OCCCCCCCCCCCCCCCC(=O)O 16-(tetracosan-15-enoyloxy)-hexadecanoic acid